(1R,3aR,6S,7R,7aS)-7-((E)-2-(2'-cyano-[3,3'-bipyridin]-6-yl)vinyl)-5,5-difluoro-1,6-dimethyl-3-oxooctahydroisobenzofuran-3a-carboxamide C(#N)C1=NC=CC=C1C=1C=NC(=CC1)/C=C/[C@H]1[C@@H](C(C[C@]2(C(O[C@@H]([C@@H]12)C)=O)C(=O)N)(F)F)C